7-chloro-6-azaindole ClC=1N=CC=C2C=CNC12